ClC1=CC=C(C(=N1)S(=O)(=O)N)O[C@H](C)C=1C=C(C=C2C(C(=C(OC12)C1CC1)C)=O)C 6-Chloro-3-[(1R)-1-(2-cyclopropyl-3,6-dimethyl-4-oxo-chromen-8-yl)ethoxy]pyridine-2-sulfonamide